1-(4-fluorophenyl)benzimidazol-5-ol FC1=CC=C(C=C1)N1C=NC2=C1C=CC(=C2)O